CS(=O)(=O)NC(=O)C1=C(C=CC=C1)C1=CC=CC=C1 [(methanesulfonyl)carbamoyl][1,1'-biphenyl]